C1(CC1)CN1CNC2=NC=C(C=C21)C2=C(C=C(C=C2)OC)OC 1-(Cyclopropylmethyl)-6-(2,4-dimethoxyphenyl)-3H-imidazo[4,5-b]pyridin